C(C)(C)C1=CC2=C(C=CC2=C(C=C1)C)C 5-isopropyl-3,8-dimethyl-azulene